(2-hydroxypropan-2-yl)-3-oxo-2,3-dihydro-1H-isoindol OC(C)(C)C1NC(C2=CC=CC=C12)=O